1-allyl-3,5-difluorobenzene C(C=C)C1=CC(=CC(=C1)F)F